COC1=NC(=NC(=C1)OC)NC(N)=O 3-(4,6-dimethoxypyrimidin-2-yl)urea